O=C(C(=O)OCC)CCC(=O)[O-] monoethyl ketoglutarate